(R)-1-(11-((3-methyl-4-((1-methyl-1H-benzo[d]imidazol-5-yl)oxy)phenyl)amino)-1,2,4a,5-tetrahydropyrazino[1',2':4,5][1,4]oxazino[3,2-g]quinazolin-3(4H)-yl)prop-2-en-1-one CC=1C=C(C=CC1OC1=CC2=C(N(C=N2)C)C=C1)NC1=NC=NC=2C=C3C(=CC12)N1[C@@H](CO3)CN(CC1)C(C=C)=O